COC(C1=CC(=C(C=C1)OC(C(=O)OCC)(C)C)[N+](=O)[O-])=O 4-((1-ethoxy-2-methyl-1-oxopropan-2-yl)oxy)-3-nitrobenzoic acid methyl ester